C1(CC1)N1CC=2N(CC1)C=C(N2)C(=O)OC methyl 7-cyclopropyl-5,6,7,8-tetrahydroimidazo[1,2-a]pyrazine-2-carboxylate